piperazine-2-carboxylic acid N1C(CNCC1)C(=O)O